COC1=C2C(C=C(OC2=CC=C1[Sn](CCCC)(CCCC)CCCC)CCCC(=O)OC)=O Methyl 4-[5-Methoxy-4-oxo-6-(tributylstannyl)-4H-chromen-2-yl]butanoate